FC1=C(C(=CC=C1)F)C=1N=C(C2=C(N1)CNC2=O)NC2=CC=C(C=C2)C2C(N(CC2)CCO)=O 2-(2,6-difluorophenyl)-4-((4-(1-(2-hydroxyethyl)-2-oxopyrrolidin-3-yl)phenyl)amino)-6,7-dihydro-5H-pyrrolo[3,4-d]pyrimidin-5-one